1-(5-chloropyridin-2-yl)-5-hydroxy-N-(4-(2-hydroxyethyl)phenyl)-1H-pyrazole-3-carboxamide ClC=1C=CC(=NC1)N1N=C(C=C1O)C(=O)NC1=CC=C(C=C1)CCO